O=C1N(CC2=NC(=CC=C21)NCC2=NC=CC=N2)CCNC(C)=O N-(2-(5-oxo-2-((pyrimidin-2-ylmethyl)amino)-5,7-dihydro-6H-pyrrolo[3,4-b]pyridin-6-yl)ethyl)acetamide